COC1=C(C=CC=C1OC)OC 1,2,6-trimethoxybenzene